1-methyl-5-(2-methyl-5-{[4-(3-methylquinolin-2-yl)phenoxy]methyl}-2H-1,2,3-Triazole-4-yl)pyridine-2(1H)-one CN1C(C=CC(=C1)C1=NN(N=C1COC1=CC=C(C=C1)C1=NC2=CC=CC=C2C=C1C)C)=O